C(CCCCC)OCCCCC normal pentyl hexyl ether